N-((6-bromopyridazin-3-yl)-methyl)propan-2-amine BrC1=CC=C(N=N1)CNC(C)C